2-bromo-5-morpholinobenzoic acid methyl ester COC(C1=C(C=CC(=C1)N1CCOCC1)Br)=O